C1(CC1)S(=O)(=O)NC=1C=C(C=CC1)NC1=NC=CC=N1 2-((3-(cyclopropylsulfonamido)phenyl)amino)pyrimidine